CC=1C(=NC(=C(N1)C)C)C=O 3,5,6-trimethylpyrazine-2-formaldehyde